C1(CC1)[C@H](C=1C=CC2=C(NC(=N2)[C@H](COC2CC(C2)(F)F)NC(=O)C2=NON=C2C)C1)NC(CC1CC(C1)(F)F)=O N-((R)-1-(6-((R)-Cyclopropyl(2-(3,3-difluorocyclobutyl)acetamido)methyl)-1H-benzo[d]imidazol-2-yl)-2-(3,3-difluorocyclobutoxy)ethyl)-4-methyl-1,2,5-oxadiazole-3-carboxamide